NC1=NN(C2=C(C=C(C(=C12)OC1=C(C=CC(=C1)F)Cl)NC(C1=CN=CC(=C1)C(F)(F)F)=O)Cl)C N-(3-Amino-7-chloro-4-(2-chloro-5-fluorophenoxy)-1-methyl-1H-indazol-5-yl)-5-(trifluoromethyl)nicotinamide